bis(4-bromophenyl)[4-(2-butyl)phenyl]amine BrC1=CC=C(C=C1)N(C1=CC=C(C=C1)C(C)CC)C1=CC=C(C=C1)Br